tert-butyl (R)-3-(((methylsulfonyl)oxy)methyl)pyrrolidine-1-carboxylate CS(=O)(=O)OC[C@H]1CN(CC1)C(=O)OC(C)(C)C